magnesium aluminum triphosphate [O-]P([O-])(=O)OP(=O)([O-])OP(=O)([O-])[O-].[Al+3].[Mg+2]